4-[(E)-3-[4-[2-(Dimethylamino)ethoxy]phenyl]-3-oxoprop-1-enyl]benzoic acid CN(CCOC1=CC=C(C=C1)C(/C=C/C1=CC=C(C(=O)O)C=C1)=O)C